1-(5-(1-(2-hydroxy-2-methylpropyl)-1H-pyrazol-4-yl)-1H-indol-3-yl)-3-(4-(trifluoromethyl)phenyl)urea OC(CN1N=CC(=C1)C=1C=C2C(=CNC2=CC1)NC(=O)NC1=CC=C(C=C1)C(F)(F)F)(C)C